ClC1=CC=C(C=C1)C(CC(C)C)N1C[C@@H](N(C[C@H]1C)C=1C=2N=C(N(C2NC(N1)=O)C[C@H]1OCCC1)C)C 6-((2S,5R)-4-(1-(4-chlorophenyl)-3-methylbutyl)-2,5-dimethylpiperazin-1-yl)-8-methyl-9-(((S)-tetrahydrofuran-2-yl)methyl)-3,9-dihydro-2H-purin-2-one